tert-Butyl ((1s,4s)-4-(2-amino-2-methylpropyl)cyclohexyl)carbamate NC(CC1CCC(CC1)NC(OC(C)(C)C)=O)(C)C